N,N,N-trimethyl-N-2-hydroxypropylammonium p-tert-butylbenzoate C(C)(C)(C)C1=CC=C(C(=O)[O-])C=C1.C[N+](CC(C)O)(C)C